(7R)-2-chloro-5,7,8-triethyl-7-methyl-7,8-dihydropteridin-6(5H)-one ClC1=NC=2N([C@](C(N(C2C=N1)CC)=O)(C)CC)CC